N,N-Dimethylacrylamide CN(C)C(=O)C=C